F.CNC dimethylamine hydrofluoric acid salt